4-(2-(2-(5-(1-(3,5-dichloropyridin-4-yl)ethoxy)-1H-indazol-3-yl)-4,6-dihydropyrrolo[3,4-d]imidazol-5(1H)-yl)ethyl)morpholine ClC=1C=NC=C(C1C(C)OC=1C=C2C(=NNC2=CC1)C1=NC2=C(N1)CN(C2)CCN2CCOCC2)Cl